4-azido-3-fluorobenzyl alcohol N(=[N+]=[N-])C1=C(C=C(CO)C=C1)F